C1N(CCC2=CC=CC=C12)C[C@H](CNC(=O)C1=NC=NC(=C1)NC1CCN(CC1)CCCCCCCCCCNC1=C2CN(C(C2=CC=C1)=O)C1C(NC(CC1)=O)=O)O N-((S)-3-(3,4-dihydroisoquinolin-2(1H)-yl)-2-hydroxypropyl)-6-((1-(10-((2-(2,6-dioxopiperidin-3-yl)-1-oxoisoindol-4-yl)amino)decanyl)piperidin-4-yl)amino)pyrimidine-4-carboxamide